C(C)(CCC)OC(C)CCC di(sec-amyl) ether